OC(C(=O)SCCNC(CCNC([C@@H](C(COP(OP(OC[C@@H]1[C@H]([C@H]([C@@H](O1)N1C=NC=2C(N)=NC=NC12)O)OP(=O)(O)O)(=O)O)(=O)O)(C)C)O)=O)=O)(CCC(=O)O)C hydroxy-methyl-glutaryl-Coenzyme A